ethyl 4-(3-aminopropanamido)-1-methyl-1H-imidazole-2-carboxylate NCCC(=O)NC=1N=C(N(C1)C)C(=O)OCC